ClC=1N=C2N(C=C(C=C2OC)C=2C=C(C=CC2)[C@@H](C)N(C(=O)N[C@H](C(F)(F)F)CCC(F)(F)F)CC)C1 1-((R)-1-(3-(2-chloro-8-methoxyimidazo[1,2-a]pyridin-6-yl)phenyl)ethyl)-1-ethyl-3-((S)-1,1,1,5,5,5-hexafluoropentan-2-yl)urea